N-((1S,3S)-3-(4-acetylpiperazin-1-yl)cyclohexyl)-4-fluoro-7-methyl-1H-indole C(C)(=O)N1CCN(CC1)[C@@H]1C[C@H](CCC1)N1C=CC2=C(C=CC(=C12)C)F